C=C1C=CC=C2C1=NOO2 methylenebenzodioxazole